4-[2-(oxan-2-yl)ethoxy]-2-(trifluoromethyl)benzamide O1C(CCCC1)CCOC1=CC(=C(C(=O)N)C=C1)C(F)(F)F